trans-(((trans-4-(6-Cyano-5-methoxypyridin-2-yl)cyclohexyl)methyl)(3-(2-isopropyloxazol-4-yl)phenyl)carbamoyl)cyclohexyl methylcarbamate CNC(OC1(CCCCC1)C(N(C1=CC(=CC=C1)C=1N=C(OC1)C(C)C)C[C@@H]1CC[C@H](CC1)C1=NC(=C(C=C1)OC)C#N)=O)=O